tert-butyl (3S,7R,8aS)-3-(4-chlorobenzyl)-7-((methylsulfonyl)oxy)hexahydropyrrolo[1,2-a]pyrazine-2(1H)-carboxylate ClC1=CC=C(C[C@@H]2N(C[C@H]3N(C2)C[C@@H](C3)OS(=O)(=O)C)C(=O)OC(C)(C)C)C=C1